1-(3-Hydroxyphenyl)-3-(6-quinolinyl)urea OC=1C=C(C=CC1)NC(=O)NC=1C=C2C=CC=NC2=CC1